C=1(C(=CC=CC1)CN)CN XYLYLENDIAMIN